C(C)(C)N1C=CC=2C(=NC(=CC21)NC=2SC(=CN2)C)OC2(CN(C2)C(C=C)=O)C 1-(3-((1-isopropyl-6-((5-methylthiazol-2-yl)amino)-1H-pyrrolo[3,2-c]pyridin-4-yl)oxy)-3-methylazetidin-1-yl)prop-2-en-1-one